O.N1[C@H](CC1)COC=1C=NN(C1C1=CC=2N(C=C1)N=C(C2)NC2=NC(=NC(=C2)C)C)C (R)-5-(4-(azetidin-2-ylmethoxy)-1-methyl-1H-pyrazol-5-yl)-N-(2,6-dimethylpyrimidin-4-yl)pyrazolo[1,5-a]pyridin-2-amine hydrate